(S)-9-(2-chloro-4-phenoxybenzoyl)-2-((difluoromethoxy)methyl)-2-methyl-1,2,4,7-tetrahydro-3H-pyrrolo[3',2':5,6]pyrido[3,4-b]pyrazin-3-one ClC1=C(C(=O)C2=CNC3=C2C2=C(NC([C@](N2)(C)COC(F)F)=O)C=N3)C=CC(=C1)OC1=CC=CC=C1